C1(=CC=CC=C1)C1=C(C(=NC=C1)C(C(C([2H])([2H])[2H])([2H])[2H])([2H])[2H])C1=CC=CC=C1 diphenyl(isopropyl-d7)pyridine